rac-methyl [(2S,3S)-2-(methoxymethyl)-2,3-dihydrofuro[3,2-b]pyridin-3-yl]acetate COC[C@@H]1[C@H](C2=NC=CC=C2O1)CC(=O)OC |r|